CC12CCC(CC1)C2(C)C 1,7,7-TRIMETHYLBICYCLO[2.2.1]HEPTAN